C(#N)C=1C=CC(=C2C=CC=NC12)N1C[C@@]2(C[C@@]2(C1)C(F)(F)F)C(=O)NNC(C1CCN(CC1)C)=N (1S,5R)-3-(8-cyanoquinolin-5-yl)-N'-(imino(1-methylpiperidin-4-yl)methyl)-5-(trifluoromethyl)-3-azabicyclo[3.1.0]hexane-1-carbohydrazide